CC1=NC2=CC=C(C=C2C=C1)COC1=CC=CC(=N1)C1CCN(CC1)COC(=O)C=1C=CC2=C(N(C=N2)CC2OCC2)C1 ((4-(6-((2-methylquinolin-6-yl)methoxy)pyridin-2-yl)piperidin-1-yl)methanyl)-1-(oxetan-2-ylmethyl)-1H-benzo[d]imidazole-6-carboxylate